CO[C@@H]1CC[C@H](CC1)NC=1N=CC2=C(N1)NC=C2C2=NC=1N(C=C2)N=CC1 N-(trans-4-Methoxycyclohexyl)-5-(pyrazolo[1,5-a]pyrimidin-5-yl)-7H-pyrrolo[2,3-d]pyrimidin-2-amine